N1=CN=CC=C1B(O)O Pyrimidine-6-ylboronic acid